2-(7-chloro-1H-indole-2-carbonyl)-N-((S)-1-cyano-2-((S)-2-oxopiperidin-3-yl)ethyl)-8,8-difluoro-2-azaspiro[4.5]decane-3-carboxamide ClC=1C=CC=C2C=C(NC12)C(=O)N1CC2(CC1C(=O)N[C@@H](C[C@H]1C(NCCC1)=O)C#N)CCC(CC2)(F)F